N1-isopropyldiethylenetriamine C(C)(C)NCCNCCN